C(C)OC(CC(=O)C)=O ethylacetoacetate